C(C1=CC=CC=C1)N(C(OC(C)(C)C)=O)C=1C=2N(N=C(C1)Cl)C(=CN2)C(C)C tert-butyl benzyl(6-chloro-3-isopropylimidazo[1,2-b]pyridazin-8-yl)carbamate